C(C=C)(=O)NC(C(NC(C=C)=O)O)O bisacryloyl-1,2-dihydroxy-1,2-ethylenediamine